4-(5-methoxy-4-methylpyridin-3-yl)-6-(6-(trifluoromethyl)pyridin-2-yl)-N-(2-(trifluoromethyl)pyridin-4-yl)-1,3,5-triazin-2-amine COC=1C(=C(C=NC1)C1=NC(=NC(=N1)C1=NC(=CC=C1)C(F)(F)F)NC1=CC(=NC=C1)C(F)(F)F)C